5-{3-fluoro-4-[4-({[3-(trifluoromethoxy)phenyl]methyl}carbamoyl)-1H-1,2,3-triazol-1-yl]butyl}-1,3,4-thiadiazole-2-carboxamide FC(CCC1=NN=C(S1)C(=O)N)CN1N=NC(=C1)C(NCC1=CC(=CC=C1)OC(F)(F)F)=O